O=C1NC(CC2=CC(=CC=C12)C(=O)NC1=CC=C(CN2N=C(C(=C2C)CC(=O)O)C)C=C1)=O 2-(1-(4-(1,3-dioxo-1,2,3,4-tetrahydroisoquinoline-6-carboxamido)benzyl)-3,5-dimethyl-1H-pyrazol-4-yl)acetic acid